(2,5-difluoro-4-nitrophenyl)(4-ethylpiperazin-1-yl)methanone FC1=C(C=C(C(=C1)[N+](=O)[O-])F)C(=O)N1CCN(CC1)CC